tert-butyl (1-((cis-3-(trifluoromethoxy)cyclobutyl)carbamoyl)-2-oxabicyclo[2.2.2]octan-4-yl)carbamate FC(O[C@H]1C[C@H](C1)NC(=O)C12OCC(CC1)(CC2)NC(OC(C)(C)C)=O)(F)F